methyl (E)-2-(3-(2-(1H-benzo[d]imidazol-2-yl)-2-cyanovinyl)-2,5-dimethyl-1H-pyrrol-1-yl)-4,5-dimethylthiophene-3-carboxylate N1C(=NC2=C1C=CC=C2)/C(=C/C2=C(N(C(=C2)C)C=2SC(=C(C2C(=O)OC)C)C)C)/C#N